ClC1=CC(=C(C=C1)C=1C=2N(N=C(C1)[C@@H]1C[C@@H](OCC1)C1=CNC(C=C1)=O)C(C(=C(N2)C)C)=O)F 9-(4-chloro-2-fluoro-phenyl)-7-[(2R,4S)-2-(6-keto-1H-pyridin-3-yl)tetrahydropyran-4-yl]-2,3-dimethyl-pyrimido[1,2-b]pyridazin-4-one